C(CCCCCC(=O)OCCCCCCCCCC(C)C)(=O)OCCCCCCCCCC(C)C diisododecyl heptanedioate